FC1[C@@H](CN(C1)CCCC(F)(F)F)N1C(=NC=2C1=C1C(=NC2)NC=C1)[C@@H](C)O (1R)-1-(1-((3R)-4-fluoro-1-(4,4,4-trifluorobutyl)pyrrolidin-3-yl)-1,6-dihydroimidazo[4,5-d]pyrrolo[2,3-b]pyridin-2-yl)ethan-1-ol